C1(=CC=CC=C1)[C@H]1N(S(OC1)(=O)=O)C(=O)OC(C)(C)C tert-Butyl (R)-4-phenyl-1,2,3-oxathiazolidine-3-carboxylate 2,2-dioxide